beta-ureidopropionic acid N(C(=O)N)CCC(=O)O